N-(1-methylpiperidin-4-yl)azetidine-3-carboxamide CN1CCC(CC1)NC(=O)C1CNC1